BrC(C(=O)O)(CCC1=C(C=CC=C1)OCC)N bromo-2-amino-4-(2-ethoxyphenyl)butanoic acid